4-methyl-5-vinyl-1,3-thiazole CC=1N=CSC1C=C